C(C)(C)N1C(=NN=C1)O[C@@H]1C[C@@H](CC1)C=1C=NC(=NC1)NC1=CC=C(C=C1)S(=O)(=O)N |r| rac-4-((5-((1R,3S)-3-((4-isopropyl-4H-1,2,4-triazol-3-yl)oxy)cyclopentyl)pyrimidin-2-yl)amino)benzenesulfonamide